(+-)-4-amino-N-(2-(1-azabicyclo(3.3.0)octan-5-yl)ethyl)-5-chloro-2,3-dihydro-2-methylbenzo[b]furan-7-carboxamide hemifumarate C(\C=C\C(=O)O)(=O)O.NC1=C(C=C(C=2O[C@@H](CC21)C)C(=O)NCCC21CCCN1CCC2)Cl.NC2=C(C=C(C=1O[C@@H](CC12)C)C(=O)NCCC12CCCN2CCC1)Cl |r|